(1R*,3S*,4R*)-3-fluoro-1-(3-(5-fluoropyrimidin-2-yl)-4-hydroxybenzyl)-N-methoxy-N-methyl-4-(methylsulfonamido)cyclopentane-1-carboxamide F[C@H]1C[C@@](C[C@H]1NS(=O)(=O)C)(C(=O)N(C)OC)CC1=CC(=C(C=C1)O)C1=NC=C(C=N1)F |o1:1,3,5|